(S)-3-(3,4-dihydroisoquinolin-2(1H)-yl)-2-hydroxypropyl 4-(3-oxa-8-azabicyclo[3.2.1]octane-8-carbonyl)piperidine-1-carboxylate C12COCC(CC1)N2C(=O)C2CCN(CC2)C(=O)OC[C@H](CN2CC1=CC=CC=C1CC2)O